racemic-3-(3-chloro-4-fluorophenyl)-1-(1-(1-cyanoisoquinolin-4-yl)ethyl)-1-methylurea ClC=1C=C(C=CC1F)NC(N(C)[C@H](C)C1=CN=C(C2=CC=CC=C12)C#N)=O |r|